5-(4-iodo-1-oxo-1,2-dihydroisoquinolin-6-yl)-2,5-diazabicyclo[2.2.1]heptane-2-carboxylic acid tert-butyl ester C(C)(C)(C)OC(=O)N1C2CN(C(C1)C2)C=2C=C1C(=CNC(C1=CC2)=O)I